N-(4-((6-cyclopropoxy-7-methoxyquinolin-4-yl)oxy)-3,5-difluorophenyl)-4-methoxynicotinamide C1(CC1)OC=1C=C2C(=CC=NC2=CC1OC)OC1=C(C=C(C=C1F)NC(C1=CN=CC=C1OC)=O)F